tert-butyl N-[3-[[4-[4-(3-amino-2-carbamoyl-thieno[2,3-b]pyridin-4-yl)-1,4-diazepan-1-yl]benzoyl]-methyl-amino]propyl]carbamate NC1=C(SC2=NC=CC(=C21)N2CCN(CCC2)C2=CC=C(C(=O)N(CCCNC(OC(C)(C)C)=O)C)C=C2)C(N)=O